4-(1-methyl-1H-pyrazol-3-yl)-2-(4-(trifluoromethyl)phenyl)-5,8-dihydropyrido[3,4-d]pyrimidine-7(6H)-carbonitrile CN1N=C(C=C1)C=1C2=C(N=C(N1)C1=CC=C(C=C1)C(F)(F)F)CN(CC2)C#N